1-AMINONAPHTHALENE-4-BORONIC ACID NC1=CC=C(C2=CC=CC=C12)B(O)O